1,3-dimethoxyimidazole tetrafluoroborate F[B-](F)(F)F.CON1CN(C=C1)OC